The molecule is an organophosphate oxoanion obtained by deprotonation of the phosphate OH groups of trans,polycis-decaprenyl phosphate; major species at pH 7.3. It is a conjugate base of a trans,polycis-decaprenyl phosphate. CC(=CCC/C(=C/CC/C(=C\\CC/C(=C\\CC/C(=C\\CC/C(=C\\CC/C(=C\\CC/C(=C\\CC/C(=C\\CC/C(=C\\COP(=O)([O-])[O-])/C)/C)/C)/C)/C)/C)/C)/C)/C)C